tert-butyl N-methyl-N-(3-{[5-(4,4,5,5-tetramethyl-1,3,2-dioxaborolan-2-yl)pyridin-3-yl]carbamoyl}propyl)carbamate CN(C(OC(C)(C)C)=O)CCCC(NC=1C=NC=C(C1)B1OC(C(O1)(C)C)(C)C)=O